(2s,4s)-2-(6-Cyclobutyl-2-azaspiro[3.4]octane-2-carbonyl)-7-oxa-5-azaspiro[3.4]octan-6-one C1(CCC1)C1CC2(CN(C2)C(=O)C2CC3(C2)NC(OC3)=O)CC1